FC(C1=CC=C(C=C1)C#CC(C)(N)C)(F)F 4-(4-Trifluoromethylphenyl)-2-methyl-3-butyn-2-amine